ClC1=C(C=CC=C1F)C=1C(N(C(N(C1C)CC(=O)[O-])=O)CCCS(=O)(=O)C)=O [5-(2-chloro-3-fluoro-phenyl)-3-(3-methanesulfonyl-propyl) Methyl-2,4-dioxo-3,4-dihydro-2H-pyrimidin-1-yl]-acetate